(S)-N-methyl-1-(6-methyl-4-(trifluoromethyl)pyridin-2-yl)-5-oxo-N-(m-tolyl)pyrrolidine-2-carboxamide CN(C(=O)[C@H]1N(C(CC1)=O)C1=NC(=CC(=C1)C(F)(F)F)C)C=1C=C(C=CC1)C